OCC=1NC=C(C(C1)=O)OC 2-(hydroxymethyl)-5-methoxypyridin-4(1H)-one